C(#N)C(NC(=O)[C@@H]1[C@H]2C([C@H]2CN1C([C@H](C(C)(C)C)NC(C(F)(F)F)=O)=O)(C)C)C1=C2C(=CN=C1)SC=C2C#CC (1R,2S,5S)-N-(cyano(3-(prop-1-yn-1-yl)thieno[2,3-c]pyridin-4-yl)methyl)-3-((S)-3,3-dimethyl-2-(2,2,2-trifluoroacetamido)butanoyl)-6,6-dimethyl-3-azabicyclo[3.1.0]hexane-2-carboxamide